FC=1C(=C2C(=NC1)NC(=N2)C21CC(C2)(C1)C(F)(F)F)C1CCN(CC1)C(=O)OC(C)(C)C tert-butyl 4-[6-fluoro-2-[3-(trifluoromethyl)-1-bicyclo[1.1.1]pentanyl]-3H-imidazo[4,5-b]pyridin-7-yl]piperidine-1-carboxylate